Methylenediphenol diisocyanate [N-]=C=O.[N-]=C=O.C(C1=C(C=CC=C1)O)C1=C(C=CC=C1)O